ClC1=C(C=CC=C1C1=C(C(=NC=C1)C1=CC(=C(C=C1)CNC[C@H](C)O)OC)Cl)NC(C1=NC=C(C=C1)CNC[C@@H](C)O)=O N-(2-chloro-3-(3-chloro-2-(4-((((S)-2-hydroxypropyl)amino)methyl)-3-methoxyphenyl)pyridin-4-yl)phenyl)-5-((((R)-2-hydroxypropyl)amino)methyl)picolinamide